FC(C=1C=2N(C=C(C1)C1=C(C=CC(=C1)F)C)C=C(N2)NC(=O)C2C(C2)F)F N-(8-(difluoromethyl)-6-(5-fluoro-2-methylphenyl)imidazo[1,2-a]pyridin-2-yl)-2-fluorocyclopropane-1-carboxamide